bis(2,4,6-tri-3-butylphenyl)pentaerythritol diphosphite OP(O)OP(O)O.CCC(C)C1=C(C(=CC(=C1)C(CC)C)C(CC)C)C(O)(C(CO)(CO)CO)C1=C(C=C(C=C1C(CC)C)C(CC)C)C(CC)C